NCC1=C2C=CNC2=CC=C1OC=1C=C(C=CC1)C=1NC(=CN1)C(=O)C1=CC=CC=C1 (2-(3-((4-(Aminomethyl)-1H-indol-5-yl)oxy)phenyl)-1H-imidazol-5-yl)(phenyl)methanone